2-maleimidoethyl ether C1(C=CC(N1CCOCCN1C(C=CC1=O)=O)=O)=O